FC(C=1C=CC(=NC1)N1CC=2N(CC1)N=C(N2)COC[C@H](C)N)(F)F (S)-1-((7-(5-(trifluoromethyl)pyridin-2-yl)-5,6,7,8-tetrahydro-[1,2,4]triazolo[1,5-a]pyrazin-2-yl)methoxy)propan-2-amine